FC12CC(C1)(C2)N 3-fluoro-bicyclo[1.1.1]pentan-1-amine